2-(6-chloro-2-(6-methylpyridin-2-yl)pyrazolo[1,5-a]pyridin-3-yl)-1,5-naphthyridine ClC=1C=CC=2N(C1)N=C(C2C2=NC1=CC=CN=C1C=C2)C2=NC(=CC=C2)C